[Na+].C[Si](C)(C)C(C(C(S(=O)(=O)[O-])([2H])[2H])([2H])[2H])([2H])[2H] (trimethylsilyl)-1-propanesulfonic acid-d6 sodium salt